N-(1-(4-((4-cyclopropyl-1,5-naphthyridin-3-yl)amino)phenyl)ethyl)-N-methylcyclohexanecarboxamide C1(CC1)C1=C(C=NC2=CC=CN=C12)NC1=CC=C(C=C1)C(C)N(C(=O)C1CCCCC1)C